CN(C1CN(C1)C=1C=CC(=NC1)NC1=NC=C(C(=N1)C1=CC2=C(N(C(=N2)C)C(C)C)S1)F)C N-[5-[3-(Dimethylamino)azetidin-1-yl]pyridin-2-yl]-5-fluoro-4-(2-methyl-3-propan-2-ylthieno[2,3-d]imidazol-5-yl)pyrimidin-2-amine